(1S)-1-[2-[3-(difluoromethyl)-5-methyl-pyrazol-1-yl]-6-[6-fluoro-5-[(6-methylpyridazin-3-yl)amino]benzimidazol-1-yl]-3-pyridyl]ethanol FC(C1=NN(C(=C1)C)C1=NC(=CC=C1[C@H](C)O)N1C=NC2=C1C=C(C(=C2)NC=2N=NC(=CC2)C)F)F